ClC=1C=CC=C2C(N(CN(C12)C1=C(C=C(C=C1)F)C)C=1C(=NC(=CC1)OC)C)=O 8-chloro-1-(4-fluoro-2-methylphenyl)-3-(6-methoxy-2-methylpyridin-3-yl)-2,3-dihydroquinazolin-4(1H)-one